NC1=NC(=NC(=N1)C=1C=CC=2N(C1)C(=NC2)C)NC(C#N)CC2=C(C(=CC=C2)Cl)Cl 2-[[4-amino-6-(3-methylimidazo[1,5-a]pyridin-6-yl)-1,3,5-triazin-2-yl]amino]-3-(2,3-dichlorophenyl)propanenitrile